1-(6-((tert-butoxy-carbonyl)amino)-4-methylpyridin-3-yl)-6-chloro-4-oxo-7-(1H-pyrazol-1-yl)-1,4-dihydro-1,8-naphthyridine-3-carboxylic acid C(C)(C)(C)OC(=O)NC1=CC(=C(C=N1)N1C=C(C(C2=CC(=C(N=C12)N1N=CC=C1)Cl)=O)C(=O)O)C